NC1=C(C2=CN(N=C2C=C1Cl)C)CCN(C(OC(C)(C)C)=O)C tert-butyl (2-(5-amino-6-chloro-2-methyl-2H-indazol-4-yl)ethyl)(methyl)carbamate